C(#N)C=1C=NN(C1)[C@@H]1[C@H](CC1)C=1NC(C2=C(N1)N(N=C2C#N)[C@@H](C)C2CCOCC2)=O 6-((1S,2S)-2-(4-Cyano-1H-pyrazol-1-yl)cyclobutyl)-4-oxo-1-((S)-1-(tetrahydro-2H-pyran-4-yl)ethyl)-4,5-dihydro-1H-pyrazolo[3,4-d]pyrimidin-3-carbonitril